4-(4-(4-(benzo[d]oxazol-5-ylamino)quinolin-6-yl)-3-fluorobenzyl)piperazin-2-one O1C=NC2=C1C=CC(=C2)NC2=CC=NC1=CC=C(C=C21)C2=C(C=C(CN1CC(NCC1)=O)C=C2)F